N-[(3S)-1-[2-(4-chlorophenyl)-2-methyl-1H,2H,3H-pyrrolo[2,3-b]pyridine-5-carbonyl]pyrrolidin-3-yl]-N-methylacetamide ClC1=CC=C(C=C1)C1(CC=2C(=NC=C(C2)C(=O)N2C[C@H](CC2)N(C(C)=O)C)N1)C